(S)-3-(3-bromo-5-(tert-butyl)phenyl)-3-(1-((5,6,7,8-tetrahydro-1,8-naphthyridin-2-yl)methyl)-1H-pyrazole-4-carboxamido)propionic acid BrC=1C=C(C=C(C1)C(C)(C)C)[C@H](CC(=O)O)NC(=O)C=1C=NN(C1)CC1=NC=2NCCCC2C=C1